ClC=1C=CC=C2C=CC=C(C12)C1=C(C=2N=C(N=C(C2C=N1)OCC(F)(F)F)OC[C@]12CCCN2C[C@@H](C1)F)F 7-(8-chloronaphthalen-1-yl)-8-fluoro-2-(((2R,7aS)-2-fluorotetrahydro-1H-pyrrolizin-7a(5H)-yl)methoxy)-4-(2,2,2-trifluoroethoxy)pyrido[4,3-d]pyrimidine